C(C1=CC=CC=C1)OC1=NC(=CC=C1C=1C=C(C=CC1)N1CCC2(CCN(CC2)C(=O)OC(C)(C)C)CC1)OCC1=CC=CC=C1 tert-butyl 9-(3-(2,6-bis(benzyloxy)pyridin-3-yl)phenyl)-3,9-diazaspiro[5.5]undecane-3-carboxylate